3-chloro-2-fluoro-6-((2-isopropylphenyl)amino)-4-(5-methyl-1-(tetrahydro-2H-pyran-2-yl)-1H-indazol-4-yl)benzoic acid ClC=1C(=C(C(=O)O)C(=CC1C1=C2C=NN(C2=CC=C1C)C1OCCCC1)NC1=C(C=CC=C1)C(C)C)F